N-ethyl-N-(hydroxyethyl)aniline C(C)N(C1=CC=CC=C1)CCO